C(C=C)OC(=O)N1[C@H]([C@H](CCC1)NS(N(C)C)(=O)=O)COC1CCC(CC1)C1=CC(=CC=C1)O.O=C1OC2=C(C3=C1C=CC=C3)C=CC(=C2)OCC(=O)N 2-((6-oxo-6H-benzo[c]benzopyran-3-yl)oxy)acetamide allyl-(2R,3S)-3-((N,N-dimethylsulfamoyl)amino)-2-((((1s,4S)-4-(3-hydroxyphenyl)-cyclohexyl)oxy)methyl)piperidine-1-carboxylate